N1C=NC(=C1)C1=C(N=C2N1C=CC(=N2)C)C2=NC(=NN2)C(F)(F)F 5-[3-(1H-imidazol-4-yl)-7-methylimidazo[1,2-a]pyrimidin-2-yl]-3-(trifluoromethyl)-1H-1,2,4-triazole